(2R,4R)-6-chloro-N-{3-[1-(4-chloro-3-fluorophenyl)-1H-1,2,3-triazol-4-yl]bicyclo[1.1.1]pent-1-yl}-4-hydroxy-3,4-dihydro-2H-1-benzopyran-2-carboxamide ClC=1C=CC2=C([C@@H](C[C@@H](O2)C(=O)NC23CC(C2)(C3)C=3N=NN(C3)C3=CC(=C(C=C3)Cl)F)O)C1